p-hexyl-acetophenone C(CCCCC)C1=CC=C(C=C1)C(C)=O